fluoro-2,4-dinitrobenzene C1=CC(=C(C=C1[N+](=O)[O-])[N+](=O)[O-])F